C1(=CC=C(C2=CC=CC=C12)[2H])C1=C2C=CC=CC2=C(C2=CC=CC=C12)B(O)O (10-(naphthalen-1-yl-4-d)anthracen-9-yl)boronic acid